2-methyl-N-((1-propyl-1H-pyrazolo[3,4-c]pyridin-5-yl)methylene)propane-2-sulfinamide copper(II) [Cu+2].CC(C)(C)S(=O)N=CC=1C=C2C(=CN1)N(N=C2)CCC